N1CCC(CC1)C1=NNC(=C1)C1=NC=CN=C1 2-(3-(piperidin-4-yl)-1H-pyrazol-5-yl)pyrazine